(R,E)-1-(3-(4-((4-([1,2,4]triazolo[1,5-a]pyridin-7-yloxy)-3-methylphenyl)amino)pyrrolo[2,1-f][1,2,4]triazin-5-yl)azetidin-1-yl)-3-(1-methylpyrrolidin-2-yl)prop-2-en-1-one N=1C=NN2C1C=C(C=C2)OC2=C(C=C(C=C2)NC2=NC=NN1C2=C(C=C1)C1CN(C1)C(\C=C\[C@@H]1N(CCC1)C)=O)C